L-1,2-propylene glycol C([C@H](C)O)O